3-[4-(3-fluoropropyl)phenyl]azetidine FCCCC1=CC=C(C=C1)C1CNC1